ClC1=NC=C(C(=C1)C1=C(C=NC(=C1)C)C(=O)NC=1SC2=C(C=NC(=C2)C2=CCC(CC2)O)N1)OC[2H] 2'-chloro-N-(6-(4-hydroxycyclohex-1-en-1-yl)thiazolo[4,5-c]pyridin-2-yl)-5'-deuteromethoxy-6-methyl-[4,4'-bipyridine]-3-carboxamide